Cl.Cl.CN(CC(=O)O)C.C(C)(C)(C)C1=C(C=CC(=C1)F)OCOC 2-Tert-butyl-4-fluoro-1-(methoxymethoxy)benzene 2-(dimethylamino)acetate dihydrochloride